3-chloro-2-(8-chloro-5-(2-(2-(2-(2-hydroxyethoxy)ethoxy)ethoxy)eth-oxy)-2-methyl-4-oxo-1,6-naphthyridin-1(4H)-yl)-5-fluorobenzonitrile ClC=1C(=C(C#N)C=C(C1)F)N1C(=CC(C2=C(N=CC(=C12)Cl)OCCOCCOCCOCCO)=O)C